COC1=C(C=C(C#N)C=C1)C(CC(C=O)C)(CC=C(C)C)C 4-methoxy-3-(2,4,7-trimethyl-1-oxooct-6-en-4-yl)benzonitrile